COC([C@H](CC(C)C)N1N=C(C(=CC1=O)C)Cl)=O (S)-2-(3-chloro-4-methyl-6-oxopyridazin-1(6H)-yl)-4-methylpentanoic acid methyl ester